[Ca+2].C(CCCCCCCCCCC)(=O)NCCC(=O)[O-].C(CCCCCCCCCCC)(=O)NCCC(=O)[O-] N-lauroyl-β-alanine calcium salt